1,4-dihydroquinoxaline-6-sulfonamide N1C=CNC2=CC(=CC=C12)S(=O)(=O)N